ClC1=C2C(=NC(=C1)C)N(C=C2)S(=O)(=O)CC2=CC=CC=C2 4-chloro-6-methyl-1-toluenesulfonyl-1H-pyrrolo[2,3-b]pyridine